3-(2-hydroxyethyl)-2-oxoimidazolidin OCCN1C(NCC1)=O